COC(=O)C=1C(=C(C=CC1)N1C[C@H]2CC[C@@H](C1)N2C(=O)OC(C)(C)C)[N+](=O)[O-] tert-butyl (1R,5S)-3-(3-methoxycarbonyl-2-nitro-phenyl)-3,8-diazabicyclo[3.2.1]octane-8-carboxylate